ClC=1C(=NC=CC1C1=NC(=C(C=C1)CNC[C@@H]1CCC(N1)=O)OC)C1=C(C(=CC=C1)NC1=C(C(=CC(=C1)F)CNCCO)F)Cl (S)-5-((((3'-chloro-2'-(2-chloro-3-((2,5-difluoro-3-(((2-hydroxyethyl)amino)methyl)phenyl)amino)phenyl)-6-methoxy-[2,4'-bipyridin]-5-yl)methyl)amino)methyl)pyrrolidin-2-one